C1=NC=CC2=C1C=1N(CCC2)C2=C(C1)C(=NC=N2)N 6,7-dihydro-5H-pyrido[3,4-c]pyrimido[5',4':4,5]pyrrolo[1,2-a]azepin-12-amine